2-(4-bromo-2-methyl-pyrazol-3-yl)-3-fluoro-naphthalene-1-carbonitrile BrC1=C(N(N=C1)C)C1=C(C2=CC=CC=C2C=C1F)C#N